2-(1-(1-(3-isopropyl-1,2,4-oxadiazol-5-yl)piperidin-4-yl)ethoxy)-6-(thiazol-5-yl)imidazo[2,1-b][1,3,4]thiadiazol C(C)(C)C1=NOC(=N1)N1CCC(CC1)C(C)OC1=NN2C(S1)=NC(=C2)C2=CN=CS2